6-cyano-5-fluoro-2-((2-fluoro-4-iodophenyl)amino)nicotinic acid methyl ester COC(C1=C(N=C(C(=C1)F)C#N)NC1=C(C=C(C=C1)I)F)=O